2-(4-chloro-3-fluorophenoxy)-N-[(3R,6S)-6-{5-[5-(trifluoromethyl)pyridin-3-yl]-1,3,4-oxadiazol-2-yl}oxan-3-yl]acetamide ClC1=C(C=C(OCC(=O)N[C@H]2CO[C@@H](CC2)C=2OC(=NN2)C=2C=NC=C(C2)C(F)(F)F)C=C1)F